N[C@H]1[C@@H](C[C@H](C1)CO)C1=CC=C(C=C1)C1=CC(=CC2=CC(=CC=C12)C1=CC=C(C=C1)C(F)(F)F)C(=O)OCC Ethyl 4-(4-((1s,2r,4r)-2-amino-4-(hydroxymethyl) cyclopentyl) phenyl)-7-(4-(trifluoromethyl) phenyl)-2-naphthoate